FC1=C2CCN(C2=CC(=C1)F)CC=1C=C(C=C2C(C=C(OC12)N1C[C@H](OCC1)CF)=O)C(=O)N(C)C (S)-8-((4,6-difluoroindolin-1-yl)methyl)-2-(2-(fluoromethyl)morpholino)-N,N-dimethyl-4-oxo-4H-chromene-6-carboxamide